tert-butyl (4-(6-cyano-1-cyclobutyl-1H-indol-2-yl)phenyl)carbamate C(#N)C1=CC=C2C=C(N(C2=C1)C1CCC1)C1=CC=C(C=C1)NC(OC(C)(C)C)=O